ClC=1C(=NC=CC1C1=NC(=C(C=C1)CNC[C@H]1CCC(N1)=O)OC)C1=C(C(=CC=C1)NC1=NC=CC(=C1F)CNC[C@H](C)O)C (R)-5-((((3'-chloro-2'-(3-((3-fluoro-4-((((S)-2-hydroxypropyl)amino)methyl)pyridin-2-yl)amino)-2-methylphenyl)-6-methoxy-[2,4'-bipyridin]-5-yl)methyl)amino)methyl)pyrrolidin-2-one